1-Iodo-9H-xanthen-9-ol IC1=CC=CC=2OC3=CC=CC=C3C(C12)O